N-(4,4-difluoropiperidin-3-yl)-2-methyl-5-((1-methyl-1H-pyrazol-5-yl)methoxy)benzofuran-3-carboxamide FC1(C(CNCC1)NC(=O)C1=C(OC2=C1C=C(C=C2)OCC2=CC=NN2C)C)F